ClC=1C=C(CCN2[C@@H]([C@H]([C@@H]([C@H](C2)O)O)O)CO)C=CC1Cl (2R,3R,4R,5S)-1-(3,4-dichlorophenethyl)-2-(hydroxymethyl)piperidine-3,4,5-triol